N=C(NC(NC1=C(C(=O)OC)C=CC=N1)=S)C1=NC=C(C=C1C(F)(F)F)OC(C)C methyl 2-(3-(imino(5-isopropoxy (trifluoromethyl)pyridin-2-yl)methyl)thioureido)nicotinate